C(C)(C)C1=NC(=NO1)N1CCC(CC1)C(C)OC=1SC2=NC(=CC=C2N1)C1=CC=C(C=C1)S(=O)(=O)C 5-isopropyl-3-(4-(1-((5-(4-(methyl-sulfonyl)phenyl)thiazolo[5,4-b]pyridin-2-yl)oxy)ethyl)piperidin-1-yl)-1,2,4-oxadiazole